(Z)-2-cyano-3-hydroxy-3-(5-methylisoxazol-4-yl)-N-(5-(methylsulfonyl)pyridin-2-yl)acrylamide C(#N)/C(/C(=O)NC1=NC=C(C=C1)S(=O)(=O)C)=C(\C=1C=NOC1C)/O